(1H-benzo[d][1,2,3]triazol-1-yl)((3aR,4S,6R,6aR)-6-methoxy-2,2-dimethyltetrahydrofurano[3,4-d][1,3]dioxol-4-yl)methanol N1(N=NC2=C1C=CC=C2)C(O)[C@H]2O[C@H]([C@@H]1OC(O[C@@H]12)(C)C)OC